N1=C(C=CC=C1)NCCCCCCNC(CC)=O N-[6-(pyridin-2-ylamino)hexyl]propanamide